4-(2-hydroxyhexafluoroisopropyl)benzoic acid C1=CC(=CC=C1C(=O)O)C(C(F)(F)F)(C(F)(F)F)O